O=C1CC(C1)N1C(C2=CC=CC=C2C1=O)=O (3-Oxocyclobutyl)-2,3-dihydro-1H-isoindole-1,3-dione